N-acetyl-S-(cyclohexylthio)-L-cysteine C(C)(=O)N[C@@H](CSSC1CCCCC1)C(=O)O